3-chloro-4-(2H-1,2,3-triazol-2-yl)aniline ClC=1C=C(N)C=CC1N1N=CC=N1